CN1N=CC(=C1)C=1C=C(C=2N(C1)N=CC2C#N)C=2C=NC(=CC2)N2CC1(C2)CCN(CC1)C 6-(1-methyl-1H-pyrazol-4-yl)-4-(6-(7-methyl-2,7-diazaspiro[3.5]nonan-2-yl)pyridin-3-yl)pyrazolo[1,5-a]pyridine-3-carbonitrile